1,2-heptylene oxide C1C(CCCCC)O1